CC(C)(C)OC=1NC(C=CC1C(=O)N)=O (2-methylpropan-2-yl)oxy-6-oxopyridine-3-carboxamide